ClCC1=NOC(=N1)C1=CC=C(C=C1)OC1=NC=C(C=C1)Cl 3-(chloromethyl)-5-(4-((5-chloropyridin-2-yl)oxy)phenyl)-1,2,4-oxadiazole